4-acrylamidobutyl methyl ether COCCCCNC(C=C)=O